C(C(C)C)(=O)NC=1NC(C=2N=CN([C@H]3[C@H](O)[C@H](O)[C@@H](CO)O3)C2N1)=O N2-isobutyrylguanosine